4-chloro-5-methylthieno[2,3-d]pyrimidine ClC=1C2=C(N=CN1)SC=C2C